C(C)(=O)N[C@@H](CCC(=O)O)C(=O)N[C@H](C(=O)NCC1=C(C=CC(=C1)OCC1(NCC1)C)C)CCC1=CC=CC=C1 (4S)-4-acetamido-5-(((2S)-1-((2-methyl-5-((2-methylazetidin-2-yl)methoxy)benzyl)amino)-1-oxo-4-phenylbutan-2-yl)amino)-5-oxopentanoic acid